CC1(OB(OC1(C)C)C1(C2CN(CC12)C(=O)OC(C)(C)C)B1OC(C(O1)(C)C)(C)C)C tert-Butyl 6,6-bis(4,4,5,5-tetramethyl-1,3,2-dioxaborolan-2-yl)-3-azabicyclo[3.1.0]hexane-3-carboxylate